3-(1-ethyl-2-pyrrolidinyl)pyridine C(C)N1C(CCC1)C=1C=NC=CC1